NC1=NC=C(C=C1C=1C=C2CCNC(C2=CC1F)=O)C1=CC=C(C=C1)[C@@]12CN(C[C@H]2C1)C 6-(2-amino-5-(4-((1R,5S)-3-methyl-3-azabicyclo[3.1.0]hexan-1-yl)phenyl)pyridin-3-yl)-7-fluoro-3,4-dihydroisoquinolin-1(2H)-on